CC(O)(C(O)CO)CCCCCCC Methylheptyl-glycerin